4-amino-6-(8-((2-cyanoallyl)amino)-7-methoxynaphthalen-2-yl)-N-(2-hydroxyethyl)picolinamide NC1=CC(=NC(=C1)C1=CC2=C(C(=CC=C2C=C1)OC)NCC(=C)C#N)C(=O)NCCO